BrC=1C=CC(=C(C1)C(C#N)C)F 2-(5-Bromo-2-fluorophenyl)propionitrile